(1R,2E,5S,6R)-6-{[(Dimethylcarbamoyl)oxy]methyl}-5-({[2-(trimethylsilyl)ethoxy]carbonyl}amino)cyclooct-2-en-1-yl N,N-dimethylcarbamate CN(C(O[C@H]1\C=C\C[C@@H]([C@@H](CC1)COC(N(C)C)=O)NC(=O)OCC[Si](C)(C)C)=O)C